COC(C1=C(C=C(C=C1)O)N1CCN(CC1)CC=1SC2=C(N1)C=CC=C2)=O 2-(4-(benzo[d]thiazol-2-ylmethyl)piperazin-1-yl)-4-hydroxybenzoic acid methyl ester